IC1=CNC2=CC3=C(C=C12)OCO3 3-iodo-5,6-methylenedioxy-1H-indole